NC=1C(=CC(=C2C=CC(=NC12)CNCCCN(C)C)Cl)Cl N1-((8-amino-5,7-dichloroquinolin-2-yl)methyl)-N3,N3-dimethylpropane-1,3-diamine